4-(4-methoxybenzoyl)-1H-pyrrole-2-carboxylate COC1=CC=C(C(=O)C=2C=C(NC2)C(=O)[O-])C=C1